tert-butyl N-{2-[2-(2-{2-[N-(2-{2-[2-(2-azidoethoxy)ethoxy]ethoxy}ethyl)-2,2,2-trifluoroacetamido]ethoxy}ethoxy)ethoxy]ethyl}carbamate N(=[N+]=[N-])CCOCCOCCOCCN(C(C(F)(F)F)=O)CCOCCOCCOCCNC(OC(C)(C)C)=O